FC=1C=C(C=C(C1F)F)C1C(CC=CC1)[N+](=O)[O-] 3',4',5'-trifluoro-2-nitro-1,2,3,6-tetrahydro-1,1'-biphenyl